ClC=1C=C(C=CC1F)C(C=1NC(=C(N1)S(=O)(=O)C)C)OCC1CC(C1)(F)F 2-[(3-chloro-4-fluorophenyl)-[(3,3-difluorocyclobutyl)methoxy]methyl]-5-methyl-4-methylsulfonyl-1H-imidazole